1-benzyl-3-(4-methoxyphenyl)-2-(3-(4-methoxyphenyl)furan-2-yl)-1H-pyrrole C(C1=CC=CC=C1)N1C(=C(C=C1)C1=CC=C(C=C1)OC)C=1OC=CC1C1=CC=C(C=C1)OC